1-(4-(butylthio)-2,5-dimethoxyphenyl)propan-2-amine C(CCC)SC1=CC(=C(C=C1OC)CC(C)N)OC